O1C(OCC1)C=1C(=C(C2=C(C(=NO2)N[C@H](CO)C2=CC=CC=C2)C1)F)F (S)-2-((5-(1,3-dioxolan-2-yl)-6,7-difluorobenzo[d]isoxazol-3-yl)amino)-2-phenylethanol